o-phenylphenol sodium salt [Na].C1(=CC=CC=C1)C1=C(C=CC=C1)O